CN1N=CC2=CC=C(C(=C12)C=1C(=C(N=C2C3CC(CC12)C3)N3CC1(CN(C1)C(C=C)=O)CC3)C#N)C (M)-(1s,9s)-6-(1,6-dimethyl-1H-indazol-7-yl)-4-(2-(2-propenoyl)-2,6-diazaspiro[3.4]octan-6-yl)-3-azatricyclo[7.1.1.02,7]undeca-2,4,6-triene-5-carbonitrile